(R)-N-(4-cyclobutyl-5-(5-fluoropyridin-2-yl)-1-methyl-1H-pyrazol-3-yl)-2-(2,2,3,3-tetrafluorocyclobutyl)acetamide C1(CCC1)C=1C(=NN(C1C1=NC=C(C=C1)F)C)NC(C[C@H]1C(C(C1)(F)F)(F)F)=O